(-)-N-{2-[5-chloro-6-(4-fluorophenyl)-4-(2-hydroxypropan-2-yl)pyridin-2-yl]-3,3,3-trifluoro-2-Hydroxypropyl}-3-methyl-8-(trifluoromethoxy)cinnoline-6-carboxamide ClC=1C(=CC(=NC1C1=CC=C(C=C1)F)C(CNC(=O)C=1C=C2C=C(N=NC2=C(C1)OC(F)(F)F)C)(C(F)(F)F)O)C(C)(C)O